4-phenylpyridazin-3(2H)-one C1(=CC=CC=C1)C=1C(NN=CC1)=O